POP diphosphorous hydride